5-chloro-2-(4-fluoro-2-methylbenzyl)-4-(trifluoromethyl)benzoic acid ClC=1C(=CC(=C(C(=O)O)C1)CC1=C(C=C(C=C1)F)C)C(F)(F)F